ClC=1C=C(C=2CC[C@H](C2C1)O)S(=O)(=O)NC1=C(C(=C(C=C1)F)C=1C=C2C=NC(=NC2=CC1)NC1CCN(CC1)C1COCC1)F (1R)-6-chloro-N-(2,4-difluoro-3-(2-((1-(tetrahydrofuran-3-yl)piperidin-4-yl)amino)quinazolin-6-yl)phenyl)-1-hydroxy-2,3-dihydro-1H-indene-4-sulfonamide